2-(4-bromobutyl)-2,3-dihydro-1H-isoindole-1,3-dione BrCCCCN1C(C2=CC=CC=C2C1=O)=O